2-[3-Fluoro-6-(4-fluorophenyl)pyrazolo[4,3-b]pyridin-1-yl]-N,N-dimethyl-acetamide FC1=NN(C=2C1=NC=C(C2)C2=CC=C(C=C2)F)CC(=O)N(C)C